NC(C)NCCC[Si](OC)(OC)OC γ-(α-aminoethyl)aminopropyltrimethoxysilane